azapyrone O1C(N=CC=C1)=O